N-(5-(1,5-dimethyl-1H-pyrazol-3-yl)-4-((4-(2-methoxyethoxy)-6-(methylsulfonyl)pyridin-2-yl)amino)pyridin-2-yl)acetamide CN1N=C(C=C1C)C=1C(=CC(=NC1)NC(C)=O)NC1=NC(=CC(=C1)OCCOC)S(=O)(=O)C